N-(6,6-difluorospiro[3.3]heptan-2-yl)-5-(3-(2,2-difluoroethyl)-2-methyl-3H-imidazo[4,5-b]pyridin-5-yl)pyrrolo[2,1-f][1,2,4]triazin-2-amine FC1(CC2(CC(C2)NC2=NN3C(C=N2)=C(C=C3)C3=CC=C2C(=N3)N(C(=N2)C)CC(F)F)C1)F